C1C(CC12CCNCC2)NC(OC(C)(C)C)=O t-butyl (7-azaspiro[3.5]nonan-2-yl)carbamate